COC1(CC(C=CC1)(C1=CC=CC=C1)C#CC)CC (3-Methoxy)1-phenyl-3-ethyl-phenylpropyne